Methyl (6-(5-((4-oxo-3,4-dihydrophthalazin-1-yl)methyl)furan-2-yl)-1H-benzoimidazol-2-yl)carbamate carbamate C(N)(O)=O.O=C1NN=C(C2=CC=CC=C12)CC1=CC=C(O1)C=1C=CC2=C(NC(=N2)NC(OC)=O)C1